NC1=C(C=C(C(=N1)F)C1=CC(=C(OC2CCN(CC2)C(=O)OC(C)(C)C)C=C1F)F)C=1C=C2CCNC(C2=CC1)=O tert-butyl 4-(4-(6-amino-2-fluoro-5-(1-oxo-1,2,3,4-tetrahydroisoquinolin-6-yl)pyridin-3-yl)-2,5-difluorophenoxy)piperidine-1-carboxylate